BrC=1SN=C2C1N=CN(C2=O)CC2(CCN(CC2)C(CC(C2=CC=CC=C2)C2CC2)=O)O 3-bromo-6-((1-(3-cyclopropyl-3-phenylpropionyl)-4-hydroxypiperidin-4-yl)methyl)isothiazolo[4,3-d]pyrimidin-7(6H)-one